N-{[5-methoxy-6-(5-methoxy-2-pyrazinyl)-2-indolyl]methyl}lactamide COC=1C=C2C=C(NC2=CC1C1=NC=C(N=C1)OC)CNC(C(O)C)=O